FC=1C(=C2C(=NC1)SC(=C2)[C@H]2[C@@H](NCCC2)C)NC=2C=CC1=C(N=CS1)C2 N-(5-fluoro-2-((2S,3R)-2-methylpiperidin-3-yl)thieno[2,3-b]pyridin-4-yl)benzo[d]thiazol-5-amine